COC=1C(=C(C=CC(=O)O)C=CC1OC)O 3,4-dimethoxy-o-hydroxycinnamic acid